2,3-Dihydro-1H-pyrido[4,3-e][1,4]diazepine tert-Butyl-N-[2-[(3-formyl-4-pyridyl)amino]ethyl]carbamate C(C)(C)(C)OC(NCCNC1=C(C=NC=C1)C=O)=O.N1CCN=CC2=C1C=CN=C2